C(CC(=O)C)(=O)O.C(CCC)O[Al](CC)OCCCC di-n-butoxymonoethyl-aluminum acetoacetate